NCC(=O)N1[C@H](C=2N(N=C3C(=C(C=CC23)Cl)Cl)CC1)C (S)-2-amino-1-(7,8-dichloro-1-methyl-3,4-dihydropyrazino[1,2-b]indazol-2(1H)-yl)ethan-1-one